1-(3,3-difluorocyclobutyl)prop-2-yn-1-ol FC1(CC(C1)C(C#C)O)F